methyl 3-hydroxy-4-nitrobenzoate OC=1C=C(C(=O)OC)C=CC1[N+](=O)[O-]